(6S,9R)-N-(5-chloro-2-fluoro-4-(2-fluoropyridin-3-yl)phenyl)-3-oxo-3,5,6,7,8,9-hexahydro-2H-6,9-methano-cyclohepta[c]pyridazine-10-carboxamide ClC=1C(=CC(=C(C1)NC(=O)C1[C@@H]2CC=3C(=NNC(C3)=O)[C@@H]1CC2)F)C=2C(=NC=CC2)F